N-[(1S)-1-[[(3-amino-3-oxo-propyl)-[(2S)-2-chloro-2-fluoro-acetyl]amino]carbamoyl]-3-methyl-butyl]-1H-pyrrolo[3,2-b]pyridine-2-carboxamide NC(CCN(C([C@@H](F)Cl)=O)NC(=O)[C@H](CC(C)C)NC(=O)C1=CC2=NC=CC=C2N1)=O